N-(1-(4-chlorophenyl)-2,2,2-trifluoroethyl)-N,5-dimethyl-6-oxo-5,6-dihydroimidazo[1,2-b]pyridazine-3-sulfonamide ClC1=CC=C(C=C1)C(C(F)(F)F)N(S(=O)(=O)C1=CN=C2N1N(C(C=C2)=O)C)C